(2S)-3-bromo-2-methyl-1-propanol BrC[C@H](CO)C